CC1(C=2CC[C@H](CC2CCC1)C=O)C |r| (+/-)-5,5-dimethyl-1,2,3,4,5,6,7,8-octahydro-2-naphthalenecarbaldehyde